(S)-2-((R)-6-chloroisochroman-1-yl)pyrrolidine ClC=1C=C2CCO[C@H](C2=CC1)[C@H]1NCCC1